4-(2-chloro-3,4-dimethyl-1H-indol-5-yl)-5,6-dihydropyridine-1(2H)-carboxylic acid tert-butyl ester C(C)(C)(C)OC(=O)N1CC=C(CC1)C=1C(=C2C(=C(NC2=CC1)Cl)C)C